5-[2-fluoro-5-methoxy-4-(4,4,5,5-tetramethyl-1,3,2-dioxaborolan-2-yl)phenyl]-3-methoxypyridazine FC1=C(C=C(C(=C1)B1OC(C(O1)(C)C)(C)C)OC)C=1C=C(N=NC1)OC